ClC1=CC=C2C(=N1)N=C(O2)N2CCN(CC2)C(=O)C2=CC=C(C=C2)C2=NN(C=N2)CC(C)(C)C [4-(5-chlorooxazolo[4,5-b]pyridin-2-yl)piperazin-1-yl]-[4-[1-(2,2-dimethylpropyl)-1,2,4-triazol-3-yl]phenyl]methanone